methyl (9Z)-21-{[4-(dimethylamino)butanoyl]oxy}heptacos-9-enoate CN(CCCC(=O)OC(CCCCCCCCCC\C=C/CCCCCCCC(=O)OC)CCCCCC)C